4-(((1-(1-(3,3-difluoro-1-methylcyclobutane-1-carbonyl)piperidin-4-yl)-1H-pyrazol-4-yl)methyl)amino)-2-(2,6-dioxopiperidin-3-yl)isoindoline-1,3-dione FC1(CC(C1)(C(=O)N1CCC(CC1)N1N=CC(=C1)CNC1=C2C(N(C(C2=CC=C1)=O)C1C(NC(CC1)=O)=O)=O)C)F